tert-Butyl (3-(((5,7-dichloro-8-fluoro-2-(methylthio)pyrido[4,3-d]pyrimidin-4-yl)((cis)-2-hydroxycyclobutyl)amino)methyl)pyridin-2-yl)carbamate ClC1=NC(=C(C=2N=C(N=C(C21)N([C@H]2[C@H](CC2)O)CC=2C(=NC=CC2)NC(OC(C)(C)C)=O)SC)F)Cl